ClC1=CC(=C(OCC2=NC=CC(=N2)O[C@@H]2[C@@H](N(C2)CC2=NC3=C(N2C[C@H]2OCC2)C=C(C=C3)C(=O)O)C)C=C1)F 2-{[(2S,3S)-3-({2-[(4-chloro-2-fluorophenoxy)methyl]pyrimidin-4-yl}oxy)-2-methylazetidin-1-yl]methyl}-1-{[(2S)-oxetan-2-yl]methyl}-1H-1,3-benzodiazole-6-carboxylic acid